O=C(CCOC[C@H](C)NC1=C(C(NN=C1)=O)C(F)(F)F)N1CCN(CCC1)C1=NC=C(C=N1)C(F)(F)F (S)-5-((1-(3-Oxo-3-(4-(5-(trifluoromethyl)pyrimidin-2-yl)-1,4-diazepan-1-yl)propoxy)propan-2-yl)amino)-4-(trifluoromethyl)pyridazin-3(2H)-one